ClC1=C(C(=CC(=N1)C(=O)NC)NC1=CC2=C(N(C(N2CCC(C)(C)O)=O)CC2CCOC2)C=C1)C#N 6-chloro-5-cyano-4-[[3-(3-hydroxy-3-methyl-butyl)-2-oxo-1-(tetrahydrofuran-4-ylmethyl)benzoimidazol-5-yl]amino]-N-methyl-pyridine-2-carboxamide